tertbutyl 2-(4-(1-(2,6-dioxopiperidin-3-yl)-3-methyl-2-oxo-2,3-dihydro-1H-benzo[d]imidazol-5-yl)-3-fluorophenyl)acetate O=C1NC(CCC1N1C(N(C2=C1C=CC(=C2)C2=C(C=C(C=C2)CC(=O)OC(C)(C)C)F)C)=O)=O